C1(=CC(=C(C=C1)C)C)C(C(F)(F)F)(C(F)(F)F)C1=CC(=C(C=C1)C)C 2,2-bis(3,4-xylyl)hexafluoropropane